1,4-dihydroxyethylpiperazine OC(C)N1CCN(CC1)O